[Co](O)O.[S] sulfur cobalt hydroxide